CC(CC(CC(C)(C)C)(C)C)(C)OCC1=CC=CC=C1 benzyl 1,1,3,3,5,5-hexamethyl-hexyl ether